ClC=1C=C(C(=C(N)C1)I)OCCC#CCC 5-chloro-3-(hex-3-yn-1-yloxy)-2-iodoaniline